OC1CC(CCC1)C(=O)OC(C)C (+/-)-isopropyl 3-hydroxycyclohexane-1-carboxylate